((1e)-3-[[tert-butyl(dimethyl)silyl]oxy]-1-propenyl)-(trimethyl)silane [Si](C)(C)(C(C)(C)C)OC/C=C/[Si](C)(C)C